2-((5-bromo-2-chloropyridin-3-yl)oxy)-1-(4-cyclopropylphenyl)ethan-1-one BrC=1C=C(C(=NC1)Cl)OCC(=O)C1=CC=C(C=C1)C1CC1